6-(2-chlorophenyl)-2-methanesulfonyl-8-methyl-5-[2-(triisopropylsilyl)ethynyl]pyrido[2,3-d]pyrimidin-7-one ClC1=C(C=CC=C1)C1=C(C2=C(N=C(N=C2)S(=O)(=O)C)N(C1=O)C)C#C[Si](C(C)C)(C(C)C)C(C)C